COC([C@@H](C)NC([C@@H](CO)NC(=O)OCC1=CC=CC=C1)=O)=O (R)-2-((R)-2-(((benzyloxy)carbonyl)amino)-3-hydroxypropionamido)propanoic acid methyl ester